C(C)(C)(C)OC(N(C)CCNC([C@H](NC1=NC=2C=CC=CC2C=2N1N=C(N2)C2=CC=C(C=C2)OC)C)=O)=O [2-({N-[2-(4-methoxyphenyl)[1,2,4]triazolo[1,5-c]quinazolin-5-yl]-D-alanyl}amino)ethyl]methylcarbamic acid tert-butyl ester